(7-(3,4-dimethoxyphenyl)pyrazolo[1,5-a]pyrimidin-2-yl)(4-methylpiperazin-1-yl)methanone COC=1C=C(C=CC1OC)C1=CC=NC=2N1N=C(C2)C(=O)N2CCN(CC2)C